rac-(3R)-5-[6-methyl-5-[[6-methyl-4-(methylamino)-2-pyridyl]amino]-[1,3]dioxolo[4,5-b]pyridin-7-yl]-2,3,4,7-tetrahydro-1H-azepin-3-ol CC=1C(=C2C(=NC1NC1=NC(=CC(=C1)NC)C)OCO2)C=2C[C@H](CNCC2)O |r|